ClC1=CC(=NC(=N1)C)NC=1SC(=CN1)C1=CC=CC=C1 N-(6-chloro-2-methyl-pyrimidin-4-yl)-5-phenyl-thiazol-2-amine